C(C)(C)(C)C=1C=C(C=C(C1)C(C)(C)C)P(C1=C(C=CC=C1)P(C1=CC(=CC(=C1)C(C)(C)C)C(C)(C)C)C1=CC(=CC(=C1)C(C)(C)C)C(C)(C)C)C1=CC(=CC(=C1)C(C)(C)C)C(C)(C)C 1,2-bis[bis[3,5-di(t-butyl)phenyl]phosphino]benzene